FC(C1=C(C=CC(=C1)C(F)(F)F)[C@H](C)N1N=CC(=C1)NC(=O)C=1SC(=NN1)C1=NC=CC=C1)(F)F (S)-N-(1-(1-(2,4-bis(trifluoromethyl)phenyl)ethyl)-1H-pyrazol-4-yl)-5-(pyridin-2-yl)-1,3,4-thiadiazole-2-carboxamide